1-ethyl-2-Methylcyclohexane C(C)C1C(CCCC1)C